OCC=1NC2=CC=C(C=C2C1)C(=O)O 2-(hydroxymethyl)-1H-indole-5-carboxylic acid